1-[[5-[5-(Difluoromethyl)-1,3,4-oxadiazol-2-yl]pyridin-2-yl]methyl]-6-(4-fluorophenyl)-3,4-dihydro-1H-benzo[c][1,2]thiazine-2,2-dioxide FC(C1=NN=C(O1)C=1C=CC(=NC1)CN1S(CCC2=C1C=CC(=C2)C2=CC=C(C=C2)F)(=O)=O)F